2-((4R,5R)-5-benzyl-2,2-diethyl-1,3-dioxolane-4-yl)ethanol C(C1=CC=CC=C1)[C@@H]1[C@H](OC(O1)(CC)CC)CCO